FC1=C(C=CC(=C1)C)NCCC(=O)O 3-((2-fluoro-4-methylphenyl)amino)propionic acid